Fluorenylmethoxycarbonyl-sarcosine C1(=CC=CC=2C3=CC=CC=C3CC12)COC(=O)N(C)CC(=O)O